2-(2-aminoethyl-methyl-amino)ethanol NCCN(CCO)C